N1C=CC=2C(=CC=CC12)C=O indole-4-carbaldehyde